C(C1=CC=CC=C1)OC1C(N(C2=CC=C(C=C2C1=O)I)CC1CCC1)=O 3-(benzyloxy)-1-(cyclobutylmethyl)-6-iodoquinoline-2,4(1H,3H)-dione